COC1=CC=CC=2C3=C(NS(C21)(C)=O)C=CC=C3 4-methoxy-5-methyldibenzo[c,e][1,2]thiazine-5-oxide